P(OCCCC)(OCCCC)OCCCC tri-butyl phosphite